Tert-butyl (2R,5S)-5-((S)-1-hydroxyethyl)-2-methylpiperazine-1-carboxylate O[C@@H](C)[C@H]1NC[C@H](N(C1)C(=O)OC(C)(C)C)C